FC(CCN1CC(C1)CC1=CC=C(C=C1)C1=C(CCCC2=C1C=CC=C2)C2=C(C(=CC=C2)C(F)(F)F)F)F 9-(4-((1-(3,3-Difluoropropyl)azetidin-3-yl)methyl)phenyl)-8-(2-fluoro-3-(trifluoromethyl)phenyl)-6,7-dihydro-5H-benzo[7]annulen